hexane hexadecanoate C(CCCCCCCCCCCCCCC)(=O)O.CCCCCC